3-chloro-4-[(3,5-difluoropyridin-2-yl)methoxy]-2'-[2-(2-hydroxypropan-2-yl)pyrimidin-4-yl]-3',5',6-trimethyl-[1,4'-bipyridin]-2-one ClC=1C(N(C(=CC1OCC1=NC=C(C=C1F)F)C)C1=C(C(=NC=C1C)C1=NC(=NC=C1)C(C)(C)O)C)=O